O[C@@H](C(=O)O[C@H]1C[N+](CCC1)(C)C)C1=CC=CC=C1 (R)-3-((R)-2-hydroxy-2-phenylacetyloxy)-1,1-dimethylpiperidin-1-ium